N-(2,1,3-benzothiadiazol-4-yl)-6-chloro-1H-indole-3-sulfonamide N=1SN=C2C1C=CC=C2NS(=O)(=O)C2=CNC1=CC(=CC=C21)Cl